2-(4,6-difluorobenzofuran-5-yl)-5-methylthiomorpholine FC1=C(C(=CC2=C1C=CO2)F)C2CNC(CS2)C